FC1=NC(=CC(=C1)N)F 2,6-difluoro-4-pyridylamine